C(=O)C=1NC=CC1C(=O)O 2-formyl-1H-pyrrole-3-carboxylic acid